5-CHLORO-2-ETHOXYPYRIDINE-3-BORONIC ACID ClC=1C=C(C(=NC1)OCC)B(O)O